4-((S)-4-acryloyl-2-methylpiperazin-1-yl)-6-fluoro-7-(2-fluoro-6-hydroxyphenyl)-1-(2-isopropyl-4-methylpyridin-3-yl)pyrido[2,3-d]pyrimidin-2(1H)-one C(C=C)(=O)N1C[C@@H](N(CC1)C=1C2=C(N(C(N1)=O)C=1C(=NC=CC1C)C(C)C)N=C(C(=C2)F)C2=C(C=CC=C2O)F)C